C[C@@H]1N(C[C@@H](N(C[C@@H](N(C[C@@H](N(C1)CC(=O)O)C)CC(=O)O)C)CC(=O)O)C)CC(=O)O 2,2',2'',2'''-((2S,5S,8S,11S)-2,5,8,11-tetramethyl-1,4,7,10-tetraazacyclododecane-1,4,7,10-tetrayl)tetraacetic acid